4-(((6-(1-(tert-butoxycarbonyl)piperidin-4-yl)pyridin-2-yl)oxy)methyl)-3-fluoro-5-Methoxybenzoic acid C(C)(C)(C)OC(=O)N1CCC(CC1)C1=CC=CC(=N1)OCC1=C(C=C(C(=O)O)C=C1OC)F